N-[6-(5-chloro-1,3-benzoxazol-2-yl)spiro[3.3]heptane-2-yl]-5-cyclopropylsulfonyl-furan-2-carboxamide ClC=1C=CC2=C(N=C(O2)C2CC3(CC(C3)NC(=O)C=3OC(=CC3)S(=O)(=O)C3CC3)C2)C1